[C@H]1([C@H](C([C@H]([C@@H](C1N=C(N)N)O)O)O)O)O The molecule is a derivative of scyllo-inositol having a guanidino group in place of the 1-hydroxy group. It derives from a scyllo-inositol. It is a conjugate base of a 1-guanidiniumyl-1-deoxy-scyllo-inositol(1+).